dibenzo[a,j]phenoxathiine C1=CC=CC=2C=CC=3OC=4C=CC5=C(C4SC3C21)C=CC=C5